N-formyl-propiolactam C(=O)N1C(CC1)=O